Ethyl 3-((2-methylpyridin-3-yl)amino)-3-oxopropanoate CC1=NC=CC=C1NC(CC(=O)OCC)=O